2-(4-amino-3-fluorophenyl)-N-propylacetamide NC1=C(C=C(C=C1)CC(=O)NCCC)F